C(C1=CC=CC=C1)OC1=C(C=C(C(=O)NCN2CCC(CC2)C)C=C1OC)OC 4-(benzyloxy)-3,5-dimethoxy-N-((4-methylpiperidin-1-yl)methyl)benzamide